C(C(=C)C)(=O)OC(C)C(C(C)C)C 3,4-dimethyl-2-pentyl methacrylate